(S)-2-(3-hydroxypyrrolidin-1-yl)-N-(2-morpholinyl-5-(piperidin-1-yl)thiazolo[4,5-b]pyridin-6-yl)oxazole-4-carboxamide O[C@@H]1CN(CC1)C=1OC=C(N1)C(=O)NC=1C=C2C(=NC1N1CCCCC1)N=C(S2)N2CCOCC2